5-methyl-(6S)-tetrahydrofolate monohydrate O.CN1C=2C(NC(=NC2NC[C@@H]1CNC1=CC=C(C(N[C@@H](CCC(=O)O)C(=O)O)=O)C=C1)N)=O